((2-(4-(2-((2-(bis(4-((2-butyloctanoyl)oxy)butyl)amino) ethyl)(4-((2-butyloctanoyl)oxy) butyl)amino)ethyl)piperazin-1-yl)ethyl)azanediyl)bis(butane-4,1-diyl)bis(2-butyloctanoate) C(CCC)C(C(=O)OCCCCN(CCN(CCN1CCN(CC1)CCN(CCCCC(C(=O)[O-])(CCCCCC)CCCC)CCCCC(C(=O)[O-])(CCCCCC)CCCC)CCCCOC(C(CCCCCC)CCCC)=O)CCCCOC(C(CCCCCC)CCCC)=O)CCCCCC